ClC1=CC=C(C=C1)C1C(C2=C(N(S1(=O)=O)CC)N=C(N2C2=CC=CC=C2)SCCC)=O 3-(4-chlorophenyl)-1-ethyl-5-phenyl-6-(propylthio)-3,5-dihydroimidazo[4,5-c][1,2]thiazine-4(1H)-one 2,2-dioxide